BrC1=NN2C(C=CC(=C2)OC2CC2)=N1 2-bromo-6-cyclopropoxy-[1,2,4]triazolo[1,5-a]pyridine